C(C1=CC=CC=C1)N1C(N2C(CNCC2)C1)=O 2-benzylhexahydroimidazo[1,5-a]pyrazin-3(2H)-one